O=C(C(=O)[O-])[C@H](O)[C@@H](O)[C@@H](O)C 2-keto-deoxy-L-rhamnonate